NC1=C(C=C(C=C1)N)CCO 2-(2,5-Diaminophenyl)ethanol